C(\C=C\C(=O)O)(=O)O.NC(CCNCCC(C(C)C)N1CC2(C1)CN(CC2)C=2N=CN=NC2OC2=C(C(=O)N(C(C)C)CC)C=C(C=C2)F)=O 2-((5-(2-(1-((3-amino-3-oxopropyl)amino)-4-methylpent-3-yl)-2,6-diazaspiro[3.4]oct-6-yl)-1,2,4-triazin-6-yl)oxy)-N-ethyl-5-fluoro-N-isopropylbenzamide fumarate